FC1=C(C=CC(=C1F)OC1=NC=CC=C1C1=NC(=NC=C1)N[C@@H]1CNCCC1)NS(=O)(=O)C1=CC(=CC=C1)OC (S)-N-(2,3-difluoro-4-((3-(2-(piperidin-3-ylamino)pyrimidin-4-yl)pyridin-2-yl)oxy)phenyl)-3-methoxybenzenesulfonamide